ClC=1C(=C2CCC[C@]3(C2=CC1)CNC1=C(OC3)C=CC(=C1)C(=O)OC(C)(C)C)F tert-butyl (S)-6'-chloro-5'-fluoro-3',4,4',5-tetrahydro-2H,2'H-spiro[benzo[b][1,4]oxazepine-3,1'-naphthalene]-7-carboxylate